BrC1=CC2=C(NC(C3N(C2=O)CCN(C3)CC=3C=C(C#N)C=CC3)=O)C=C1 3-((8-bromo-6,12-dioxo-3,4,6,11,12,12a-hexahydrobenzo[e]pyrazino[1,2-a][1,4]diazepin-2(1H)-yl)methyl)benzonitrile